N-(4-(N,N-bis(4-methoxybenzyl)sulfamoyl)-1-(4-cyanobenzyl)-1H-indazol-6-yl)-2-(2-chlorophenyl)acetamide COC1=CC=C(CN(S(=O)(=O)C2=C3C=NN(C3=CC(=C2)NC(CC2=C(C=CC=C2)Cl)=O)CC2=CC=C(C=C2)C#N)CC2=CC=C(C=C2)OC)C=C1